C(#C)C1=NC=C(C=N1)OC 2-Ethynyl-5-methoxypyrimidine